COC(=O)C=1C=C2[C@@H]([C@H]([C@@H](N(C2=CC1)C(C)=O)CC)C)N1N=NC(=C1)COCCOCCOCCOCC#C Methyl-(2S,3S,4R)-4-(4-(2,5,8,11-tetraoxatetradec-13-yn-1-yl)-1H-1,2,3-triazol-1-yl)-1-acetyl-2-ethyl-3-methyl-1,2,3,4-tetrahydroquinoline-6-carboxylate